CN(C)CC1=CC=CC=C1C(=O)N [(dimethylamino)methyl]benzamide